(1S,2S)-2-fluoro-N-(3-[7-methoxy-[1,2,4]triazolo[4,3-a]pyridin-6-yl]-1H-pyrrolo[2,3-b]pyridin-6-yl)cyclopropane-1-carboxamide F[C@@H]1[C@@H](C1)C(=O)NC1=CC=C2C(=N1)NC=C2C=2C(=CC=1N(C2)C=NN1)OC